5,7-dichloroimidazo[1,2-a]pyridine-3-carbonitrile ClC1=CC(=CC=2N1C(=CN2)C#N)Cl